FC(C=1C=CC(=NC1)C(C)(C)O)(F)F 2-(5-(trifluoromethyl)pyridin-2-yl)propan-2-ol